N1C[C@@H](CCCC1)NC(OC(C)(C)C)=O (R)-tert-butyl azepane-3-ylcarbamate